O=C(C(=O)O)CC1=CC=CC=C1 2-oxo-3-phenylpropanoic acid